Cl.NCC(=O)NCCCNC(C1=C(C=C(C=C1)NC=1C=2N(C=CN1)C(=CN2)C2=C(C(=C(C=C2)OC)F)F)CC)=O N-(3-(2-aminoacetamido)propyl)-4-((3-(2,3-difluoro-4-methoxyphenyl)imidazo[1,2-a]pyrazin-8-yl)amino)-2-ethylbenzamide hydrochloride